N-[4-(difluoromethyl)-2-pyridyl]-4-(4,4,5,5-tetramethyl-1,3,2-dioxaborolan-2-yl)benzamide FC(C1=CC(=NC=C1)NC(C1=CC=C(C=C1)B1OC(C(O1)(C)C)(C)C)=O)F